O1C(C1)C1CC2OC2CC1 3-(oxiran-2-yl)-7-oxabicyclo[4.1.0]heptane